tert-butyl ((2R,3S)-3-(2-(((tert-butoxycarbonyl)amino)methyl)benzyl)-4-((2-cyano-5-fluoro-4-(N-(6-fluoropyridin-2-yl)-N-(methoxymethyl)sulfamoyl)phenyl)amino)butan-2-yl)carbamate C(C)(C)(C)OC(=O)NCC1=C(C[C@H]([C@@H](C)NC(OC(C)(C)C)=O)CNC2=C(C=C(C(=C2)F)S(N(COC)C2=NC(=CC=C2)F)(=O)=O)C#N)C=CC=C1